COC(CC1=C(C=CC(=C1)Br)S(NCC1=CC=C(C=C1)OC)(=O)=O)=O (5-bromo-2-(N-(4-methoxybenzyl)sulfamoyl)phenyl)acetic acid methyl ester